NC=1SC2=C(N1)C=CC=C2 2-amino-1,3-benzothiazole